C(N)(=O)C=1C=CC2=C(N=C(C3=CC=NC=C23)NCCCNC(OC(C)(C)C)=O)C1 tert-butyl (3-((8-carbamoylbenzo[c][2,6]naphthyridin-5-yl)amino)propyl)carbamate